C1(CC=CC=2C3=CC=CC=C3C=CC12)=O phenanthrene-on